Methyl 4,6-dichloro-nicotinate ClC1=CC(=NC=C1C(=O)OC)Cl